(S)-6-(1-(5-(5-(difluoromethyl)-2-methylpyridin-3-yl)-7-(2-(ethyl(methyl)amino)ethyl)-1-oxo-3,4-dihydroisoquinolin-2(1H)-yl)ethyl)-4-ethoxynicotinonitrile FC(C=1C=C(C(=NC1)C)C1=C2CCN(C(C2=CC(=C1)CCN(C)CC)=O)[C@@H](C)C1=NC=C(C#N)C(=C1)OCC)F